ClC1=NC=C(C(=N1)NC1CCC(CC1)(F)F)C(=O)OCC ethyl 2-chloro-4-((4,4-difluorocyclohexyl)amino)pyrimidine-5-carboxylate